The molecule is a member of the class of oxadiazoloquinoxalines that is 1H-[1,2,4]oxadiazolo[4,3-a]quinoxaline substituted at position 1 by an oxo group. It has a role as an EC 4.6.1.2 (guanylate cyclase) inhibitor. C1=CC=C2C(=C1)N=CC3=NOC(=O)N23